1-hydroxy-3-isobutyl-4-[4-(3-methyl-2-butenyloxy)phenyl]pyrrolidine-2,5-dione ON1C(C(C(C1=O)C1=CC=C(C=C1)OCC=C(C)C)CC(C)C)=O